O=C([O-])[C@H](O)[C@H](O)[C@@H](O)[C@H](O)[C@H](O)CO.[Na+] Glucoheptonic acid sodium salt